C(C1=CC=CC=C1)[PH3+] benzylphosphonium